CN(C1=CC=C(C=C1)CN(CC1=CC=C(C=C1)CNCC1=NC=CC=C1)C1CCCCC=2C1=NC=CC2)C N-[(4-dimethylaminophenyl)methyl]-N'-(2-pyridylmethyl)-N-(6,7,8,9-tetrahydro-5H-cyclohepta[b]pyridin-9-yl)-1,4-xylylenediamine